C(C)C1=C(C=NN1)O 5-ethyl-4-hydroxy-pyrazole